4-(5-(2-chloro-5-(isobutyrylaminomethyl)benzoylamino)-1-isopropyl-1H-indole-2-carboxamido)benzoic acid ClC1=C(C(=O)NC=2C=C3C=C(N(C3=CC2)C(C)C)C(=O)NC2=CC=C(C(=O)O)C=C2)C=C(C=C1)CNC(C(C)C)=O